β-L-lyxopyranose O[C@@H]1[C@H](O)[C@H](O)[C@@H](O)CO1